N-(2-bromophenyl)-3-iodothiobenzamide BrC1=C(C=CC=C1)NC(C1=CC(=CC=C1)I)=S